C(C)S(=O)(=O)N1CC(C1)(N1N=CC(=C1)C=1C2=C(N=CN1)NC=C2)CC#N {1-(ethylsulfonyl)-3-[4-(7H-pyrrolo[2,3-d]pyrimidin-4-yl)-1H-pyrazol-1-yl]azetidin-3-yl}acetonitrile